tert-butyl (R)-4-(5-(3-cyano-6-((2,2-dimethyl-1,3-dioxolan-4-yl)methoxy)pyrazolo[1,5-a]pyridin-4-yl)pyridin-2-yl)piperazine-1-carboxylate C(#N)C=1C=NN2C1C(=CC(=C2)OC[C@H]2OC(OC2)(C)C)C=2C=CC(=NC2)N2CCN(CC2)C(=O)OC(C)(C)C